BrC=1C=CC(=C(C(=O)NC2=NC(=CC=C2)C2=NN=CN2C(C)C)C1)[N+](=O)[O-] 5-bromo-N-(6-(4-isopropyl-4H-1,2,4-triazol-3-yl)pyridin-2-yl)-2-nitrobenzamide